CC1=CC=CC(=N1)C1=NNC=C1C=1N=C2C(=CC=NC2=CC1)CN1CCOCC1 4-[[6-[3-(6-methyl-2-pyridyl)-1H-pyrazol-4-yl]-1,5-naphthyridin-4-yl]methyl]morpholine